tributyl-[5-methyl-1-[4-(trifluoromethoxy)phenyl]pyrazol-3-yl]stannane C(CCC)[Sn](C1=NN(C(=C1)C)C1=CC=C(C=C1)OC(F)(F)F)(CCCC)CCCC